CC1=C(C(=O)N)C=C(C=C1)O[C@@H]1C[C@H](C1)N1CCCCC1 2-methyl-5-(trans-3-(piperidin-1-yl)cyclobutoxy)benzamide